N-(2-ethoxyphenyl)-4-methyl-3-(N-(p-tolyl)sulfamoyl)benzamide C(C)OC1=C(C=CC=C1)NC(C1=CC(=C(C=C1)C)S(NC1=CC=C(C=C1)C)(=O)=O)=O